[SiH]1(CCCCCCCCC1)C(=O)[2H] silecanal-d